C(C1=CC=CC=C1)N1C=C(C=CC1=O)OC1=C(C=C(C=C1Cl)NC(=O)C1=NOC(N1)=O)Cl N-(4-((1-benzyl-6-oxo-1,6-dihydropyridin-3-yl)oxy)-3,5-dichlorophenyl)-5-oxo-4,5-dihydro-1,2,4-oxadiazole-3-carboxamide